BrC=1C=C2C=3[C@](C(CC3C1)(F)F)(C[C@H]2OC(C2=CC=C(C=C2)[N+](=O)[O-])=O)O cis-6-bromo-2,2-difluoro-2a-hydroxy-2,2a,3,4-tetrahydro-1H-cyclopenta[cd]inden-4-yl-4-nitrobenzoate